FC=1C=C(OC2=C3CCC(C3=C(C=C2)I)=O)C=C(C1)F 4-(3,5-difluorophenoxy)-7-iodo-indan-1-one